3,5-bistrifluoromethyl-3,5-dihydroxyiodobiphenyl FC(C1(C(C(=CC(C1)(O)C(F)(F)F)C1=CC=CC=C1)I)O)(F)F